NCCC[Si](Cl)(Cl)Cl (3-Aminopropyl)trichlorosilane